F[C@@H]1COCC[C@H]1N1C=C(C(=CC1=O)O)C(=O)OC Methyl 1-((3S,4R)-3-fluorotetrahydro-2H-pyran-4-yl)-4-hydroxy-6-oxo-1,6-dihydropyridine-3-carboxylate